3-(4-chlorophenyl)-N-(4-methoxy-3-(pyridin-4-yl)-1-((2-(trimethylsilyl)ethoxy)methyl)-1H-pyrazol-5-yl)propanamide ClC1=CC=C(C=C1)CCC(=O)NC1=C(C(=NN1COCC[Si](C)(C)C)C1=CC=NC=C1)OC